(R)-N-(1-(3-(1-cyclopropyl-1H-pyrazol-4-yl)-5-(1-methyl-1H-pyrazol-3-yl)phenyl)ethyl)-5-(2-(dimethylamino)ethoxy)-2-methylbenzamide C1(CC1)N1N=CC(=C1)C=1C=C(C=C(C1)C1=NN(C=C1)C)[C@@H](C)NC(C1=C(C=CC(=C1)OCCN(C)C)C)=O